C(C1=CC=CC=C1)N1C[C@H](CC[C@@H]1C)N trans-1-benzyl-6-methylpiperidin-3-amine